O=C1NC(CCC1N1C(C2=CC=CC(=C2C1=O)OCC(=O)NCCCCCNC(OC(C)(C)C)=O)=O)=O tert-butyl (5-(2-((2-(2,6-dioxopiperidin-3-yl)-1,3-dioxoisoindolin-4-yl)oxy) acetamido)pentyl)carbamate